Tetrahectane CCCCCCCCCCCCCCCCCCCCCCCCCCCCCCCCCCCCCCCCCCCCCCCCCCCCCCCCCCCCCCCCCCCCCCCCCCCCCCCCCCCCCCCCCCCCCCCCCCCCCCCC